(±)-trans-1,4-Diphenyl-N-[3-(pyridin-3-yl)phenyl]pyrrolidine-3-carboxamide C1(=CC=CC=C1)N1C[C@H]([C@@H](C1)C1=CC=CC=C1)C(=O)NC1=CC(=CC=C1)C=1C=NC=CC1 |r|